C1(CCCCCCC1)C(C1=NC2=C(N1)C=CC(=C2F)C2COCCCN2C(=O)OC(C)(C)C)NC(=O)C=2C(=NOC2)C tert-Butyl 3-(2-{cyclooctyl[(3-methylisoxazole-4-carbonyl)amino]methyl}-4-fluoro-1H-benzimidazol-5-yl)-1,4-oxazepane-4-carboxylate